3-(4-(((7-(diethylamino)heptyl)(methyl)amino)methyl)-3-methyl-2-oxo-2,3-dihydro-1H-benzo[d]imidazol-1-yl)piperidine-2,6-dione C(C)N(CCCCCCCN(C)CC1=CC=CC=2N(C(N(C21)C)=O)C2C(NC(CC2)=O)=O)CC